{5-[(3S)-3-{[(1R)-1-(naphthalen-1-yl)ethyl]amino}tetrahydro-1H-pyrrol-1-yl]-3-(propyloxy)phenyl}ethanoic acid ethyl ester C(C)OC(CC1=CC(=CC(=C1)N1C[C@H](CC1)N[C@H](C)C1=CC=CC2=CC=CC=C12)OCCC)=O